COC=1C=C(C=CC1C(F)(F)F)C1CCN(CC1)C(=O)C1CC2(C1)NC(OC2)=O (2s,4s)-2-(4-(3-methoxy-4-(trifluoromethyl)phenyl)piperidine-1-carbonyl)-7-oxa-5-azaspiro[3.4]Octane-6-one